methyl-(2R,4R)-2-(2-(chloromethyl)allyl)-4-fluoropyrrolidine CN1[C@@H](C[C@H](C1)F)CC(=C)CCl